C(C)(=O)O.C(C)(=O)O.C(C)(=O)O.ClC1=CC=C(C=C1)C#CC=1N=C(N(C1C)C=1C=NC(=CC1)C)C(=O)N 4-[2-(4-chlorophenyl)ethynyl]-5-methyl-1-(6-methyl-3-pyridyl)imidazole-2-carboxamide TrisAcetate Salt